4-(N-(3-(tert-butyl)-5-cyclopropylbenzyl)-2-(N-(4-(cyanomethoxy)benzyl)-(2,3,4,5,6-pentafluorophenyl)sulfonamido)acetamido)-3-cyclopropoxybenzoic acid C(C)(C)(C)C=1C=C(CN(C(CN(S(=O)(=O)C2=C(C(=C(C(=C2F)F)F)F)F)CC2=CC=C(C=C2)OCC#N)=O)C2=C(C=C(C(=O)O)C=C2)OC2CC2)C=C(C1)C1CC1